COC(CN1C=2N(CC[C@H]1C(F)(F)F)C(C(=C(N2)N2[C@@H](COCC2)C)F)=O)=O [(S)-7-Fluoro-8-((R)-3-methylmorpholin-4-yl)-6-oxo-2-trifluoromethyl-3,4-dihydro-2H,6H-pyrimido[1,2-a]-pyrimidin-1-yl]acetic acid methyl ester